imidazo[2,1-b]thiazolecarboxylic acid S1C=2N(C=C1C(=O)O)C=CN2